FC1=C(C=C(C(=C1)C=1C=NNC1)F)C1=CC2=C(N=N1)N(C=N2)C2CC(NC(C2)(C)C)(C)C 3-[2,5-difluoro-4-(1H-pyrazol-4-yl)phenyl]-7-(2,2,6,6-tetramethylpiperidin-4-yl)-7H-imidazo[4,5-c]pyridazine